[Pt].CC1=CCCC(=CCC1)C 1,5-dimethylcyclooctane-1,5-diene platinum